C(CC(C)C)C1CC2C(N(C(OC2(C)C)=O)C)C(C1)C 6-isopentyl-1,4,4,8-tetramethyloctahydro-2H-benzo[d][1,3]oxazin-2-one